COC1=C(C=C2C(=NC=NC2=C1)C=1C(=NN(C1)CC(F)(F)F)C1=CC=CC=C1)O 7-methoxy-4-(3-phenyl-1-(2,2,2-trifluoroethyl)-1H-pyrazol-4-yl)quinazolin-6-ol